(S)-6-(2-Methyl-3-(4-(trifluoromethyl)phenyl)propyl)-2-thia-6-azaspiro[3.4]octane 2,2-dioxide C[C@H](CN1CC2(CS(C2)(=O)=O)CC1)CC1=CC=C(C=C1)C(F)(F)F